C(C)(C)(C)C=1N(C=CN1)CC1=C(C=C(C=C1)C1=C(SC(=C1)CC(C)C)S(=O)(=O)N)F 3-(4-((2-(tert-butyl)-1H-imidazol-1-yl)methyl)-3-fluorophenyl)-5-isobutylthiophene-2-sulfonamide